ClC1=CC(=C(C=C1)[C@H]1C=CC=2C=CC=3CCN(CC3C2O1)CC1=NC2=C(N1C[C@H]1OCC1)C=C(C=C2OC)C(=O)O)F 2-(((R)-2-(4-chloro-2-fluorophenyl)-7,10-dihydro-2H-pyrano[3,2-H]isoquinolin-9(8H)-yl)methyl)-4-methoxy-1-(((S)-oxetan-2-yl)methyl)-1H-benzo[d]imidazole-6-carboxylic acid